N-hydroxymaleimide ethanesulfonate C(C)S(=O)(=O)O.ON1C(C=CC1=O)=O